[Mn].[Mn].[Li] lithium manganese manganese